The molecule is a pyrazine that is substituted by an acetyl group at position 2. It has been identified as one of the volatile flavor constituents in popcorn, bread crust, vinegar, and potato snacks. It has a role as a flavouring agent. It is an aromatic ketone and a member of pyrazines. CC(=O)C1=NC=CN=C1